C1=CC=CC=2NC=3C=C4C(=CC3C(C12)=O)NC1=CC=CC=C1C4=O 5,12-dihydro-quinolino[2,3-b]acridine-7,14-dione